4-((1R,5S)-3,8-diazabicyclo[3.2.1]octan-3-yl)-7-(4-ethyl-1H-indol-3-yl)-8-fluoro-2-((tetrahydro-1H-pyrrolizin-7a(5H)-yl)methoxy)pyrido[4,3-d]pyrimidine [C@H]12CN(C[C@H](CC1)N2)C=2C1=C(N=C(N2)OCC23CCCN3CCC2)C(=C(N=C1)C1=CNC2=CC=CC(=C12)CC)F